8-[(1R)-1-[[2-(3-fluoro-2-pyridinyl)-3-pyridinyl]amino]ethyl]-3,6-dimethyl-2-(3-pyridinyl)benzopyran-4-one FC=1C(=NC=CC1)C1=NC=CC=C1N[C@H](C)C1=CC(=CC=2C(C(=C(OC21)C=2C=NC=CC2)C)=O)C